3-(2-chloro-[1,1'-biphenyl]-4-yl)azetidine 4-methylbenzenesulfonate CC1=CC=C(C=C1)S(=O)(=O)O.ClC1=C(C=CC(=C1)C1CNC1)C1=CC=CC=C1